COC(C(CC)(C1=CC=CC=C1)N1N=CC=2C1=NC(=NC2NNC(=O)C=2OC=CC2)N)=O 2-(6-amino-4-(2-(furan-2-carbonyl)hydrazino)-1H-pyrazolo[3,4-d]pyrimidin-1-yl)-2-phenylbutyric acid methyl ester